cyclopropylthiazol C1(CC1)C=1SC=CN1